7-(4-fluorophenyl)-N6-(1H-indazol-5-yl)-5-methyl-4,7-dihydropyrazolo[1,5-a]pyrimidine-3,6-dicarboxamide FC1=CC=C(C=C1)C1C(=C(NC=2N1N=CC2C(=O)N)C)C(=O)NC=2C=C1C=NNC1=CC2